4-(((1r,4S)-4-ethoxycyclohexyl)ethynyl)-1-(((2S,3S,4S)-3-ethyl-4-fluoro-5-oxopyrrolidin-2-yl)methoxy)-7-isopropoxyisoquinoline-6-carboxamide C(C)OC1CCC(CC1)C#CC1=CN=C(C2=CC(=C(C=C12)C(=O)N)OC(C)C)OC[C@H]1NC([C@H]([C@H]1CC)F)=O